CC(CO)O Monopropylene glycol